{2,4-Dioxo-1H-pyrido[4,3-d]pyrimidin-3-yl}acetic acid O=C1N(C(C2=C(N1)C=CN=C2)=O)CC(=O)O